4-(2-(trimethylsilyl)ethoxy)pyrido-[4,3-d]pyrimidine C[Si](CCOC=1C2=C(N=CN1)C=CN=C2)(C)C